C(CCCCCCC(=O)OCC1(COC(OC1)(C)C)COC(CCCCCCC(=O)OCCCCCCCC)=O)(=O)OCCCCCCCC O8-[[2,2-dimethyl-5-[(8-octoxy-8-oxo-octanoyl)oxymethyl]-1,3-dioxan-5-yl]methyl] O1-octyl octanedioate